(S)-4-(4-Fluorobenzyl)-N-(7-((4-hydroxytetrahydro-2H-pyran-4-yl)ethynyl)-5-methyl-4-oxo-2,3,4,5-tetrahydrobenzo[b][1,4]oxazepin-3-yl)-1H-pyrazol-1-carboxamid FC1=CC=C(CC=2C=NN(C2)C(=O)N[C@@H]2C(N(C3=C(OC2)C=CC(=C3)C#CC3(CCOCC3)O)C)=O)C=C1